4-bromo-2-fluorophenylacetamide BrC1=CC(=C(C=C1)CC(=O)N)F